6-bromo-N-(2-methoxy-5-morpholinylphenyl)pyridineamide BrC1=CC=CC(=N1)C(=O)NC1=C(C=CC(=C1)N1CCOCC1)OC